ClC=1N=CN(CN1)Cl 2,5-dichloro-1,3,5-triazine